(S)-1-[(S)-1-({4-[2-(1,3-Dimethylbutylamino)-2-oxoethyl]-1-piperidyl}carbonyl)-3-methylbutyl]-3-isobutyl-2-piperazinone CC(CC(C)C)NC(CC1CCN(CC1)C(=O)[C@H](CC(C)C)N1C([C@@H](NCC1)CC(C)C)=O)=O